O=C(C(C=O)=O)CC oxo-oxopentanone